tert-Butyl 4-carbamoyl-4-(2-methoxyphenyl)piperidine-1-carboxylate C(N)(=O)C1(CCN(CC1)C(=O)OC(C)(C)C)C1=C(C=CC=C1)OC